N-(4-(2-bromopropanoyl)-3-methylphenyl)acetamide BrC(C(=O)C1=C(C=C(C=C1)NC(C)=O)C)C